ClC1=C(C=C(C=C1)C=1N=NN(C1)[C@@H]1[C@H]([C@@H](SC=2C=NC=C(C2)Br)O[C@@H]([C@@H]1O)CO)OC)F 5-Bromopyridin-3-yl 3-[4-(4-chloro-3-fluorophenyl)-1H-1,2,3-triazol-1-yl]-3-deoxy-2-O-methyl-1-thio-α-D-galactopyranoside